COC1=CC=C(C=C1)/C=C(/C#N)\C1=CC(=C(C(=C1)OCCCCCCCCCCCC)OCCCCCCCCCCCC)OCCCCCCCCCCCC (E)-3-(4-methoxyphenyl)-2-(3,4,5-tri(dodecyloxy)phenyl)acrylonitrile